triazine Zinc phosphate P(=O)([O-])([O-])[O-].[Zn+2].N1=NN=CC=C1.P(=O)([O-])([O-])[O-].[Zn+2].[Zn+2]